ClC=1C=C(C=C(C1)Cl)NC=1N(C2=NC(=NC=C2N1)NC1(CC1)C)C1CCNCC1 N8-(3,5-dichlorophenyl)-N2-(1-methylcyclopropyl)-9-(piperidin-4-yl)-9H-purine-2,8-diamine